NC=1N=CC(=NC1OC=1C=NN(C1)C1CCN(CC1)C)C=1C=C(C(=C(C1)C1(COCC1)O)N1CC2(COC2)C1)C 3-(5-(5-amino-6-((1-(1-methylpiperidin-4-yl)-1H-pyrazol-4-yl)oxy)pyrazin-2-yl)-3-methyl-2-(2-oxa-6-azaspiro[3.3]heptan-6-yl)phenyl)tetrahydrofuran-3-ol